NCCC1=CC(=CC=2C3=CC(=CC=C3NC12)Cl)NC1=NC=C(C=C1)Cl 1-(2-Aminoethyl)-6-chloro-N-(5-chloropyridin-2-yl)-9H-carbazol-3-amine